ClC(=CC1C([C@H]1C(=O)O[C@H](C1=CC(=C(C=C1)F)OC1=CC=CC=C1)C#N)(C)C)Cl [(R)-cyano-(4-fluoro-3-phenoxyphenyl)methyl] (1S)-3-(2,2-dichloroethenyl)-2,2-dimethylcyclopropane-1-carboxylate